1-(4-hydroxyphenyl)-2-(4-phenyl-1H-1,2,3-triazol-1-yl)ethan-1-one tert-butyl-N-[6-[(5Z)-5-[(3,4-dihydroxy-5-nitrophenyl)methylene]-2,4-dioxo-thiazolidin-3-yl]hexyl]carbamate C(C)(C)(C)OC(NCCCCCCN1C(S\C(\C1=O)=C/C1=CC(=C(C(=C1)[N+](=O)[O-])O)O)=O)=O.OC1=CC=C(C=C1)C(CN1N=NC(=C1)C1=CC=CC=C1)=O